BrC1=CC=C2CC3(C(C2=C1)=O)CC1=CC=CC=C1C3 6-bromo-1',3'-dihydro-2,2'-spirobi[indene]-1(3H)-one